ClC=1C(=NC(=NC1)N[C@H]1CN(CC1)C(=O)C1=CC=C(C=C1)N(C(C=C)=O)C)OC (R)-N-(4-(3-((5-chloro-4-methoxypyrimidin-2-yl)amino)pyrrolidine-1-carbonyl)phenyl)-N-methylacrylamide